CC/C=C\\C[C@@H](/C=C/C1=C(C(=O)CC1)C/C=C\\CCCC(=O)O)O The molecule is a member of the class of prostaglandins A that is prosta-5,8(12),13,17-tetraen-1-oic acid carrying oxo and hydsroxy substituents at positions 9 and 15 respectively (the 5Z,13E,15S,17Z-stereoisomer). It has a role as a rat metabolite and a xenobiotic metabolite. It is a prostaglandins B and a secondary alcohol. It is a conjugate acid of a prostaglandin B3(1-).